2-((6-(2-chloro-3-(3-chloro-2-(3-fluoro-4-((7-oxo-2,6-diazaspiro[3.4]octan-2-yl)methyl)phenyl)pyridin-4-yl)phenyl)-2-methoxypyridin-3-yl)methyl)-2,6-diazaspiro[3.4]octan-7-one ClC1=C(C=CC=C1C1=C(C(=NC=C1)C1=CC(=C(C=C1)CN1CC2(C1)CNC(C2)=O)F)Cl)C2=CC=C(C(=N2)OC)CN2CC1(C2)CNC(C1)=O